5-(5-(7-(trifluoromethyl)quinolin-4-ylsulfanyl)pentoxy)-2-(morpholinomethyl)-4H-pyran-4-one dihydrochloride Cl.Cl.FC(C1=CC=C2C(=CC=NC2=C1)SCCCCCOC=1C(C=C(OC1)CN1CCOCC1)=O)(F)F